Cl.C1(=CC=CC=C1)C[C@@H](CC[C@H](CC1=CC=CC=C1)N)N (2R,5R)-1,6-diphenylhexan-2,5-diamine hydrochloride